tert-butyl 3-(1-(2-(diethylcarbamoyl)-4-fluorophenyl)-1H-pyrrolo[2,3-c]pyridin-3-yl)piperidine-1-carboxylate C(C)N(C(=O)C1=C(C=CC(=C1)F)N1C=C(C=2C1=CN=CC2)C2CN(CCC2)C(=O)OC(C)(C)C)CC